3-(3-(3-((tert-butyldimethylsilyl)oxy)propyl)-2-oxo-2,3-dihydro-1H-benzo[d]imidazol-1-yl)piperidine-2,6-dione [Si](C)(C)(C(C)(C)C)OCCCN1C(N(C2=C1C=CC=C2)C2C(NC(CC2)=O)=O)=O